(S)-N-(1-cycloheptyl-2-((5-(3,5-dimethylisoxazol-4-yl)-3-fluoropyridin-2-yl)amino)-2-oxoethyl)-3-ethylisoxazole-4-carboxamide C1(CCCCCC1)[C@@H](C(=O)NC1=NC=C(C=C1F)C=1C(=NOC1C)C)NC(=O)C=1C(=NOC1)CC